[N+](=O)([O-])C1=CC=C(C=C1)C1=CC=C(O1)C=NNC(=O)N1N=CN=C1 N'-((5-(4-nitrophenyl)furan-2-yl)methylene)-1H-1,2,4-triazole-1-carbohydrazide